tert-butyl 4-[3-[(3R)-3-methylpiperazin-1-yl] cyclobutoxy]piperidine-1-carboxylate C[C@@H]1CN(CCN1)C1CC(C1)OC1CCN(CC1)C(=O)OC(C)(C)C